OC1=CC=C(C=C1)/C=C/C(=O)NCCCN1CCCC1 (E)-3-(4-hydroxyphenyl)-N-(3-(pyrrolidin-1-yl)propyl)acrylamide